NC[C@@H](C=1C(=C2COC(C2=CC1)=O)C)NS(=O)(=O)C (R)-N-(2-amino-1-(4-methyl-1-oxo-1,3-dihydroisobenzofuran-5-yl)ethyl)methanesulfonamide